2-(2-(6-((cis)-2,6-dimethylmorpholino)pyridin-2-yl)-1,6-naphthyridin-7-yl)-N-((1s,3s)-3-(methylsulfonyl)cyclobutyl)acetamide C[C@@H]1O[C@@H](CN(C1)C1=CC=CC(=N1)C1=NC2=CC(=NC=C2C=C1)CC(=O)NC1CC(C1)S(=O)(=O)C)C